FC1=CC(=C(N)C=C1C=1C=NN(C1)C)N1C[C@H](N([C@H](C1)C)C)C 4-fluoro-5-(1-methyl-1H-pyrazol-4-yl)-2-(cis-3,4,5-trimethylpiperazin-1-yl)aniline